FC(C1=CC=CC(=N1)C(=O)NC1=CC2=CN(N=C2C=C1)C1CCC(CC1)C(=O)O)(F)F 4-[5-[[6-(Trifluoromethyl)pyridine-2-carbonyl]amino]indazol-2-yl]cyclohexanecarboxylic acid